dimethanol Terephthalate C(C1=CC=C(C(=O)O)C=C1)(=O)O.CO.CO